N1C(NC2=C1C=CC(=C2)NC2=NC(=NC=C2F)NC=2C=CC(=NC2)N2CCN(CC2)C)=O N4-(benzimidazolin-2-on-5-yl)-N2-[2-(4-methylpiperazin-1-yl)pyridin-5-yl]-5-fluoropyrimidine-2,4-diamine